FC1=CC(=C(C=C1)C1=CC=C(O1)C=C1C(NC(S1)=O)=O)O 5-[[5-(4-fluoro-2-hydroxyphenyl)-2-furyl]methylene]-2,4-thiazolidinedione